tert-butyl (s)-(1-((3-((3-carbamoyl-6-cyclopropyl-5-ethylpyrazin-2-yl)amino)phenethyl)amino)-1-oxopropan-2-yl)(methyl)carbamate C(N)(=O)C=1C(=NC(=C(N1)CC)C1CC1)NC=1C=C(CCNC([C@H](C)N(C(OC(C)(C)C)=O)C)=O)C=CC1